4-[(methoxyimino)methyl]benzonitrile CON=CC1=CC=C(C#N)C=C1